2-(4-bromo-2-methoxyphenyl)-N-((R)-((S)-7-(1-methyl-1H-pyrazol-4-yl)-2,3-dihydro-1H-pyrido[2,3-b][1,4]oxazin-3-yl)(phenyl)methyl)ethanamine BrC1=CC(=C(C=C1)CCN[C@H](C1=CC=CC=C1)[C@@H]1CNC2=C(O1)N=CC(=C2)C=2C=NN(C2)C)OC